The molecule is a trehalose in which both glucose residues have alpha-configuration at the anomeric carbon. It has a role as a human metabolite, a Saccharomyces cerevisiae metabolite, an Escherichia coli metabolite and a mouse metabolite. C([C@@H]1[C@H]([C@@H]([C@H]([C@H](O1)O[C@@H]2[C@@H]([C@H]([C@@H]([C@H](O2)CO)O)O)O)O)O)O)O